4-methyl-5-pyrazinyl-3H-1,2-dithiol-3-thione CC=1C(SSC1C1=NC=CN=C1)=S